NC1=C2N=CN(C2=NC(=N1)F)[C@H]1[C@@H]([C@@H]([C@](O1)(CO)C#C)O)O (2R,3S,4R,5R)-5-(6-amino-2-fluoro-9H-purin-9-yl)-2-ethynyl-2-(hydroxymethyl)tetrahydrofuran-3,4-diol